N-methyl-2-((3-(1-(pyridin-3-ylmethyl)-1H-pyrazol-3-yl)-[1,1'-biphenyl]-4-yl)amino)acetamide CNC(CNC1=C(C=C(C=C1)C1=CC=CC=C1)C1=NN(C=C1)CC=1C=NC=CC1)=O